(1S,5R)-3-(4-aminophenyl)-8-azabicyclo[3.2.1]oct-2-ene-8-carboxylic acid tert-butyl ester C(C)(C)(C)OC(=O)N1[C@@H]2C=C(C[C@H]1CC2)C2=CC=C(C=C2)N